(5R)-5-methyl-2-(6-morpholin-4-ylpyridin-3-yl)-6,7-dihydro-5H-pyrazolo[5,1-b][1,3]oxazine-3-carboxylic acid ethyl ester C(C)OC(=O)C=1C(=NN2C1O[C@@H](CC2)C)C=2C=NC(=CC2)N2CCOCC2